C(C)(C)(C)OC(=O)N1[C@@H](C[C@@H](C1)N1N=C(C(=C1NC)C#N)Br)C (2R,4S)-4-[3-bromo-4-cyano-5-(methylamino)pyrazol-1-yl]-2-methylpyrrolidine-1-carboxylic acid tert-butyl ester